FC(C1=NN=C(O1)C=1C=CC(=NC1)CN1C(N(C2=C1C=C(C(=C2)C2=CC=NC=C2)F)CCN(C)C)=O)F 1-((5-(5-(difluoromethyl)-1,3,4-oxadiazol-2-yl)pyridin-2-yl)methyl)-3-(2-(dimethylamino)ethyl)-6-fluoro-5-(pyridin-4-yl)-1,3-dihydro-2H-benzo[d]imidazol-2-one